CCCCCCCCCCCCCCCCCCCC(=O)OC[C@H](COP(=O)(O)OC[C@@H](C(=O)O)N)OC(=O)CCCC/C=C\C/C=C\C/C=C\C/C=C\CC 1-eicosanoyl-2-(6Z,9Z,12Z,15Z-octadecatetraenoyl)-glycero-3-phosphoserine